tert-butyl 7-acryloyl-9-cyclopropoxy-2-(4-cyclopropyl-2-(methoxymethoxy)phenyl)-2,3,4,5a,6,7,8,9-octahydro-5H-1,2,5,7-tetraazabenzo[cd]azulene-5-carboxylate C(C=C)(=O)N1CC2C3=C(N(N=C3C(C1)OC1CC1)C1=C(C=C(C=C1)C1CC1)OCOC)CCN2C(=O)OC(C)(C)C